C(C)(C)(C)OC(=O)N1CC(CC1)C(N[C@H](C(F)(F)F)C1=CC=C(C=C1)Br)=O.N1N=C(C=C1)C1=CC=C(CNC(=O)C=2N=C(SC2)C#C)C=C1 N-(4-(1H-pyrazol-3-yl)benzyl)-2-ethynyl-thiazole-4-carboxamide tert-butyl-3-(((S)-1-(4-bromophenyl)-2,2,2-trifluoroethyl)carbamoyl)pyrrolidine-1-carboxylate